L-Asparagine-d8 [2H][C@@](C(=O)O[2H])(C([2H])([2H])C(=O)N([2H])[2H])N([2H])[2H]